FC1=C(C=C(C2=C1C=CO2)F)C[C@@H](C)NC (R)-1-(4,7-difluorobenzofuran-5-yl)-N-methylpropan-2-amine